[N+](=O)(O)[O-].OC(CC)C1=NC=CN1C=C 1-hydroxypropyl-3-vinylimidazole nitrate salt